FC=1C=C(C=CC1)C=1C=C(C=NC1OC1=CC=C(C=C1)C(F)(F)F)C(=O)NCC(=O)O N-{5-(3-fluorophenyl)-6-[4-(trifluoromethyl)phenoxy]pyridine-3-carbonyl}glycine